O1C=NC=C1 oxa-azole